1,6-bis(trimethoxysilylpropyl)hexane CO[Si](OC)(OC)CCCCCCCCCCCC[Si](OC)(OC)OC